N-((2R,3S)-1-(3-((2-(1,3-Dimethyl-1H-pyrazol-4-yl)pyrimidin-4-yl)amino)-5-isopropylisoquinolin-8-yl)-2-methylazetidin-3-yl)methanesulfonamide CN1N=C(C(=C1)C1=NC=CC(=N1)NC=1N=CC2=C(C=CC(=C2C1)C(C)C)N1[C@@H]([C@H](C1)NS(=O)(=O)C)C)C